CC1=C(C(=O)N2C(=NC=C2)CC)C(=CC(=C1)C)C 1-(2',4',6'-trimethylbenzoyl)-2-ethylimidazole